(S)-(4-(2,6-dichloropyrimidin-4-yl)morpholin-3-yl)methanol ClC1=NC(=CC(=N1)N1[C@H](COCC1)CO)Cl